isopropyl (S)-6-diazo-2-((S)-2-(2-(dimethylamino)acetamido)-3-(1H-indol-3-yl)propanamido)-5-oxohexanoate [N+](=[N-])=CC(CC[C@@H](C(=O)OC(C)C)NC([C@H](CC1=CNC2=CC=CC=C12)NC(CN(C)C)=O)=O)=O